C1OCC12CCN(CC2)[C@@H]2[C@@H](CCCC2)OC=2C=C1CN(C(C1=CC2)=O)C2C(NC(CC2)=O)=O 3-(5-(((1R,2S)-2-(2-oxa-7-azaspiro[3.5]nonan-7-yl)cyclohexyl)oxy)-1-oxoisoindolin-2-yl)piperidine-2,6-dione